2-iodo-N-[(4-methoxy-6-methyl-1,3,5-triazinyl)carbamoyl]benzenesulfonamide sodium salt [Na].IC1=C(C=CC=C1)S(=O)(=O)NC(NC1=NC(=NC(=N1)OC)C)=O